6-chloro-3-(N-morpholinyl)pyridinecarbaldehyde ClC1=CC=C(C(=N1)C=O)N1CCOCC1